C[C@H](CCCC(C)C(=O)SCCNC(=O)CCNC(=O)[C@@H](C(C)(C)COP(=O)(O)OP(=O)(O)OC[C@@H]1[C@H]([C@H]([C@@H](O1)N2C=NC3=C(N=CN=C32)N)O)OP(=O)(O)O)O)[C@H]4CC[C@@H]5[C@@]4([C@H](C[C@H]6[C@H]5[C@@H](C[C@H]7[C@@]6(CC[C@H](C7)O)C)O)O)C The molecule is a cholestanoyl-CoA formed by thioester linkage between 3alpha,7alpha,12alpha-trihydroxy-5beta-cholestan-26-oic acid and coenzyme A. It has a role as a metabolite and a mouse metabolite. It derives from a 3alpha,7alpha,12alpha-trihydroxy-5beta-cholestan-26-oic acid. It is a conjugate acid of a 3alpha,7alpha,12alpha-trihydroxy-5beta-cholestan-26-oyl-CoA(4-).